3-(6-aminopyridin-3-yl)-N-((5-(3,5-dimethylisoxazol-4-yl)-7-(4-fluorophenyl)benzofuran-2-yl)methyl)acrylamide NC1=CC=C(C=N1)C=CC(=O)NCC=1OC2=C(C1)C=C(C=C2C2=CC=C(C=C2)F)C=2C(=NOC2C)C